C(C)N(\N=C\C1=CC(=C(C=C1)B(O)O)OC)C=1C2=C(N=CN1)OC=C2 [4-[(E)-[ethyl(furo[2,3-d]pyrimidin-4-yl)hydrazono]methyl]-2-methoxyphenyl]boronic acid